(2R,3R,4S,5R,6R)-2-(acetoxymethyl)-6-(4-bromobutoxy)tetrahydro-2H-pyran-3,4,5-triyl triacetate C(C)(=O)O[C@@H]1[C@H](O[C@H]([C@@H]([C@H]1OC(C)=O)OC(C)=O)OCCCCBr)COC(C)=O